tert-butyl 2-[2-[2-[3-(4-amino-1-tert-butyl-pyrazolo[3,4-d]pyrimidin-3-yl)-5-cyclopropyl-isoxazol-4-yl]pyrimidin-5-yl]ethoxy]acetate NC1=C2C(=NC=N1)N(N=C2C2=NOC(=C2C2=NC=C(C=N2)CCOCC(=O)OC(C)(C)C)C2CC2)C(C)(C)C